tert-butyl 6-[8-(1,3-benzothiazol-2-ylcarbamoyl)-3,4-dihydro-1H-isoquinolin-2-yl]-3-[3-[4-[(3S)-1-(2-ethoxy-2-oxo-ethyl)-3-piperidyl]butoxy]-2-methyl-phenyl]pyridine-2-carboxylate S1C(=NC2=C1C=CC=C2)NC(=O)C=2C=CC=C1CCN(CC21)C2=CC=C(C(=N2)C(=O)OC(C)(C)C)C2=C(C(=CC=C2)OCCCC[C@@H]2CN(CCC2)CC(=O)OCC)C